bis(2-ethyl peroxy) dicarbonate C(=O)(OOOCC)OC(=O)OOOCC